Cl(=O)(=O)(=O)[O-].[Fe+2].N1=C(C=CC=C1)NC1=NC=CC=C1.N1=C(C=CC=C1)NC1=NC=CC=C1.N1=C(C=CC=C1)NC1=NC=CC=C1.Cl(=O)(=O)(=O)[O-] tris(di-2-pyridylamine) iron (II) perchlorate